N-(3-ethylphenyl)-4-methyl-5-(quinolin-5-yl)nicotinamide C(C)C=1C=C(C=CC1)NC(C1=CN=CC(=C1C)C1=C2C=CC=NC2=CC=C1)=O